[I-].C=C1[NH+](CCCC1)C 2-methylene-N-methyl-piperidinium iodide